(S,E)-1-((1-((7-((2,4-Difluorobenzyl)oxy)-4,6-difluoro-1H-benzo[d]imidazol-2-yl)methyl)-2-oxo-1,2-dihydropyridin-3-yl)amino)-7-(dimethylamino)-1,7-dioxohept-5-en-2-yl-dimethylcarbamat FC1=C(COC2=C(C=C(C3=C2NC(=N3)CN3C(C(=CC=C3)NC([C@@H](CC\C=C\C(=O)N(C)C)CN(C([O-])=O)C)=O)=O)F)F)C=CC(=C1)F